NC1=C2C(=NC=N1)N(N=C2C#CC2=CC1=C(N(C=N1)C)C=C2)[C@H]2C[C@@H](N(C2)C(C=C)=O)COC(F)(F)F 1-((2R,4S)-4-(4-Amino-3-((1-methyl-1H-benzo[d]imidazol-5-yl)ethynyl)-1H-pyrazolo[3,4-d]pyrimidin-1-yl)-2-((trifluoromethoxy)methyl)pyrrolidin-1-yl)prop-2-en-1-one